3-(6-oxo-1H-pyridin-2-yl)propionic acid ethyl ester C(C)OC(CCC=1NC(C=CC1)=O)=O